N1(CCCC1)C1=C(C=CC=C1)NC(=O)/C=C/C(=O)O (2E)-3-([2-(PYRROLIDIN-1-YL)PHENYL]CARBAMOYL)PROP-2-ENOIC ACID